mesityl-(5-methylpyridin-3-yl)iodonium trifluoromethanesulfonate FC(S(=O)(=O)[O-])(F)F.C1(=C(C(=CC(=C1)C)C)[I+]C=1C=NC=C(C1)C)C